N-(1-(5-(3-(4-Chlorophenoxy)benzyl)octahydropyrrolo[3,4-c]pyrrole-2-carbonyl)-1H-pyrazol-3-yl)methanesulfonamide ClC1=CC=C(OC=2C=C(CN3CC4C(C3)CN(C4)C(=O)N4N=C(C=C4)NS(=O)(=O)C)C=CC2)C=C1